3-(diethylamino)propyl acrylate C(C=C)(=O)OCCCN(CC)CC